2-((1r,4r)-4-hydroxycyclohexyl)quinoline-6-carbaldehyde OC1CCC(CC1)C1=NC2=CC=C(C=C2C=C1)C=O